(3',5'-di-tert-butyl-4'-hydroxyphenyl)propionic acid C(C)(C)(C)C=1C=C(C=C(C1O)C(C)(C)C)C(C(=O)O)C